N1C=NC2=C1C=CC(=C2)N2C(NC(C2C2=CC=C(C=C2)C=2N=NN(N2)CC2=CC=C(C=C2)Cl)=O)=O 1-(1H-benzimidazol-5-yl)-5-{4-[2-(4-chlorobenzyl)-2H-tetrazol-5-yl]phenyl}imidazolidine-2,4-dione